ClC1=NC=CC(=C1)C(=O)NC1=CC=C(C=C1)C=1OC(=NN1)C1=CC=CC=C1 2-chloro-N-[4-(5-phenyl-1,3,4-oxadiazol-2-yl)phenyl]pyridine-4-carboxamide